L-β-homoglutamine N[C@@H](CCC(N)=O)CC(=O)O